ClC1=C(C#N)C=C(C(=C1)O)C1=C(C=CC=C1)F 2-chloro-5-(2-fluorophenyl)-4-hydroxybenzonitrile